FC(C=1C=C(C=C(C1)C(F)(F)F)C1=CC(=C2C(=N1)N=C(N2)C2=CC=C(C=C2)N2CCCCC2)N(C)CC2(CCCC2)COC)(F)F 1-(4-{5-[3,5-Bis(trifluoromethyl)phenyl]-7-[{[1-(methoxymethyl)cyclopentyl]methyl}(methyl)amino]-1H-imidazo[4,5-b]pyridin-2-yl}phenyl)piperidin